2-[(3,3-dimethyl-1-oxo-1,3-dihydro-2-benzofuran-5-yl)amino]-4-{[(1S)-2-hydroxy-1-phenylethyl]amino}-N-(2-methylpropyl)pyrimidine-5-carboxamide CC1(OC(C2=C1C=C(C=C2)NC2=NC=C(C(=N2)N[C@H](CO)C2=CC=CC=C2)C(=O)NCC(C)C)=O)C